tetrahydro-2H-pyran-4-yl (S)-6-diazo-2-((R)-2-methoxypropanamido)-5-oxohexanoate [N+](=[N-])=CC(CC[C@@H](C(=O)OC1CCOCC1)NC([C@@H](C)OC)=O)=O